2-(4-(trifluoromethyl)phenoxy)propan-1-one FC(C1=CC=C(OC(C=O)C)C=C1)(F)F